N-(6-(1H-Pyrazol-4-yl)isoquinolin-3-yl)-2-(4-(methyl-d)piperazin-1-yl)Isonicotinamide ethyl-acetate (ethylacetate) C(C)CC(=O)O.C(C)OC(C)=O.N1N=CC(=C1)C=1C=C2C=C(N=CC2=CC1)NC(C1=CC(=NC=C1)N1CCN(CC1)C[2H])=O